laurolactone C1(CCCCCCCCCCCO1)=O